O1CCN(CC1)C1=CC=C(C=C1)SC=1C=CCCC1 5-((4-morpholinophenyl)thio)-1H-benzol